(2S,4R)-N-((R)-1-(4-carbamimidoylthiophen-2-yl)ethyl)-1-((4-(difluoro(phenyl)methyl)benzoyl)glycyl)-4-(methylsulfonyl)pyrrolidine-2-carboxamide C(N)(=N)C=1C=C(SC1)[C@@H](C)NC(=O)[C@H]1N(C[C@@H](C1)S(=O)(=O)C)C(CNC(C1=CC=C(C=C1)C(C1=CC=CC=C1)(F)F)=O)=O